N1C=NC2=C1C=CC(=C2)C=O 1H-1,3-benzodiazole-5-carbaldehyde